FC(C1=NC=CC=C1OCC1[C@H]2CN(C[C@@H]12)C1=NC=CC(=N1)C(=O)OC)(F)F methyl 2-((1R,5S,6r)-6-(((2-(trifluoromethyl)pyridin-3-yl)oxy)methyl)-3-azabicyclo[3.1.0]hexan-3-yl)pyrimidine-4-carboxylate